3-methylcyclohexane-1-carboxylic acid methyl ester COC(=O)C1CC(CCC1)C